CC=1C=C(OC2=CC=C(C=C2)N2N=C3C(NCC[C@@H]3N3CCN(CC3)S(=O)(=O)C3=C(C=CC=C3)[N+](=O)[O-])=C2C(=O)OCC)C=CC1 ethyl (7S)-2-[4-(3-methylphenoxy)phenyl]-7-[4-(2-nitrobenzene-1-sulfonyl)piperazin-1-yl]-4,5,6,7-tetrahydro-2H-pyrazolo[4,3-b]pyridine-3-carboxylate